tri(isopropyl-cyclopentadienyl)cerium (III) C(C)(C)C1(C=CC=C1)[Ce](C1(C=CC=C1)C(C)C)C1(C=CC=C1)C(C)C